2-(3-methylisoxazol-5-yl)-N-(5-(cis-3-((4-(prop-1-en-2-yl)pyridin-3-yl)oxy)cyclopentyl)-1H-pyrazol-3-yl)acetamide CC1=NOC(=C1)CC(=O)NC1=NNC(=C1)[C@@H]1C[C@@H](CC1)OC=1C=NC=CC1C(=C)C